COC=1C=C2C(=C(N(C2=CC1)C)C)C=O 5-methoxy-1,2-dimethyl-1H-Indole-3-carbaldehyde